1-ethyl-5-methyl-2-pentyl-3-(2-carboxyethyl)indole-6-carboxylic acid disodium salt [Na+].[Na+].C(C)N1C(=C(C2=CC(=C(C=C12)C(=O)[O-])C)CCC(=O)[O-])CCCCC